C(C)(C)(C)OO tert.-butyl hydroperoxide